C(CC)N1C=C([C@H]2[C@H](O)[C@H](O)[C@@H](CO)O2)C(NC1=O)=O 1-propyl-pseudouridine